4-hydroxy-N-(4-(4-methylthiazol-5-yl)benzyl)pyrrolidine-2-carboxamide tert-Butyl-2-(4-ethoxyphenyl)-5-(1-hydroxyethyl)thiazole-4-carboxylate C(C)(C)(C)OC(=O)C=1N=C(SC1C(C)O)C1=CC=C(C=C1)OCC.OC1CC(NC1)C(=O)NCC1=CC=C(C=C1)C1=C(N=CS1)C